Trichloro(phenethyl)silane Cl[Si](CCC1=CC=CC=C1)(Cl)Cl